CC1=C(C(=CC=C1)[N+](=O)[O-])N1CC(C1)C1=CC=CC=C1 1-(2-methyl-6-nitrophenyl)-3-phenylazetidine